FC=1C=C(CN2C(C=3N(CC2COC([2H])([2H])[2H])C=C(N3)C3=NC(=NC=C3C)NC3=CC=NN3C)=O)C=CC1F 7-(3,4-difluorobenzyl)-6-((methoxy-d3)-methyl)-2-(5-methyl-2-((1-methyl-1H-pyrazol-5-yl)amino)pyrimidin-4-yl)-6,7-dihydroimidazo[1,2-a]pyrazin-8(5H)-one